NC(CC(=O)C=1C(C2=C(C(C=C3OC4=CC=CC=C4N=C23)=O)NC1C(=O)O)=O)C(=O)O (3-amino-3-carboxypropanoyl)-1,5-dioxo-4H-pyrido[3,2-a]phenoxazine-3-carboxylic acid